COC1=CC=C(CNC=2C=3N(C4=CC(=C(C=C4N2)C(F)(F)F)C(=O)O)C=NC3)C=C1 4-((4-methoxybenzyl)amino)-7-trifluoromethylimidazo[1,5-a]quinoxaline-8-carboxylic acid